COC(=O)C1=CC2=C(NC(=N2)C=2C=C(C=C(C2)C2=NC3=C(N2)C=CC(=C3)C(=O)OC)P(O)(O)=O)C=C1.C(C)N1CN(C=C1)C.C(C)N1CN(C=C1)C bis(1-ethyl-3-methylimidazole) 3,5-bis(5-methoxycarbonyl-1H-benzimidazol-2-yl)phenylphosphonate